NC(C)(C)C1CN(CCC1)C(=O)OC(C)(C)C Tert-Butyl 3-(2-aminopropan-2-yl)piperidine-1-carboxylate